O1CCN(CC1)\C=N\S(=O)(=O)C1=CC=C(C=C1)[N+](=O)[O-] (E)-N-(morpholinomethylene)-4-nitrobenzenesulfonamide